ClC=1C=CC(=C(C1)S(=O)(=O)NC1=CC=2C(N3[C@@H](COC2N=C1)[C@@H](CC3)O)=O)OC 5-chloro-N-[(9R,9aS)-9-hydroxy-5-oxo-8,9,9a,10-tetrahydro-5H,7H-pyrido[3,2-f]pyrrolo[2,1-c][1,4]oxazepin-3-yl]-2-methoxybenzenesulfonamide